SCCC(=O)OCCCCCCCCCCC(C)C iso-tridecyl 3-mercaptopropionate